(R)-N-(1'-(5-((3-chloro-2-(cyclopropylamino)pyridin-4-yl)thio)-1H-imidazo[4,5-b]pyrazin-2-yl)spiro[cyclopenta[c]pyridine-6,4'-piperidin]-5(7H)-ylidene)-2-methylpropane-2-sulfinamide ClC=1C(=NC=CC1SC=1N=C2C(=NC1)NC(=N2)N2CCC1(CC2)C(C2=C(C=NC=C2)C1)=N[S@](=O)C(C)(C)C)NC1CC1